[Si](C)(C)(C(C)(C)C)OCC1CC(N(CC1)CC#CC1=CC2=C(N(C(N2C)=O)C2C(NC(CC2)=O)=O)C=C1)=O 3-[5-[3-[4-[[tert-butyl(dimethyl)silyl]oxymethyl]-2-oxo-1-piperidyl]prop-1-ynyl]-3-methyl-2-oxo-benzimidazol-1-yl]piperidine-2,6-dione